(ethylamino)benzoic acid methyl ester COC(C1=C(C=CC=C1)NCC)=O